O=CCCC[C@H](C(=O)OC)N(C(C(F)(F)F)=O)C1=CC(=C(C(=C1)C)F)C methyl (R)-6-oxo-2-(2,2,2-trifluoro-N-(4-fluoro-3,5-dimethylphenyl)acetamido)hexanoate